[O-2].[Al+3].[Y+3].[Li+] lithium yttrium aluminum oxide